FC1=C(C=C(C=C1)NC(=O)C=1N(C=C2C1OC[C@H]1[C@@H](NS2(=O)=O)CN(C1)C=1OC(=NN1)C)C)C (3aR,10aR)-N-(4-Fluoro-3-methylphenyl)-7-methyl-2-(5-methyl-1,3,4-oxadiazol-2-yl)-2,3,3a,4,10,10a-hexahydro-1H,7H-dipyrrolo[3,4-b:3',4'-f][1,4,5]oxathiazocin-8-carboxamid-5,5-dioxid